t-butylpentanoic acid C(C)(C)(C)C(C(=O)O)CCC